isononacosyl alcohol C(CCCCCCCCCCCCCCCCCCCCCCCCCC(C)C)O